5-Chloro-6-methyl-4-(piperazin-1-yl)-N-(quinoxalin-6-ylmethyl)pyridin-3-amine ClC=1C(=C(C=NC1C)NCC=1C=C2N=CC=NC2=CC1)N1CCNCC1